Ethylene Glycol diacrylate (methacrylate) C(C(=C)C)(=O)O.C(C=C)(=O)O.C(C=C)(=O)O.C(CO)O